bis(2-butyloctyl) 10-[(1-methyl-4-piperidyl)amino]nonadecanedioate CN1CCC(CC1)NC(CCCCCCCCC(=O)OCC(CCCCCC)CCCC)CCCCCCCCC(=O)OCC(CCCCCC)CCCC